FC1=C(OC2=C(C=NC(=C2)C(F)(F)F)C(=O)NC=2CC(C=CC2)=NS(=O)(=O)C)C=CC(=C1)F 4-(2,4-difluorophenoxy)-N-[3-(methylsulfonylimino)phenyl]-6-(trifluoromethyl)pyridine-3-carboxamide